[Si](C)(C)(C(C)(C)C)OCC(=O)OC Methyl 2-((tert-butyldimethylsilyl)oxy)acetate